OC(CNCCCCN)CC N-(2-hydroxybutyl)tetramethylenediamine